6-(nitrooxy)hexanoic acid chloride [N+](=O)([O-])OCCCCCC(=O)Cl